ClC1=CC=C2C(=C1)NC(C21N(C(C=2N=C(N(C21)C(C)C)C=2C(=NC(=NC2)N(C)C)OC)=O)C2=CC(=CC=C2)Cl)=O 6-chloro-5'-(3-chlorophenyl)-2'-(2-(dimethylamino)-4-methoxypyrimidin-5-yl)-3'-isopropyl-3'H-spiro[dihydroindole-3,4'-pyrrolo[3,4-d]imidazole]-2,6'(5'H)-dione